FC1=CC=C(C=C1)C=1C(C(=NNC1C)C(=O)O)=O 5-(4-fluorophenyl)-6-methyl-4-oxo-1,4-dihydropyridazine-3-carboxylic acid